C(CC#CCCCC)OC(CCCCC(=O)O)OCCC#CCCCC 6,6-bis(oct-3-yn-1-yloxy)hexanoic acid